ClC1=C(C=CC(=C1)Cl)C=1C=C(C(NC1)=O)NC(=O)C1=C(C(=O)O)C=CC(=C1)C(N=S(=O)(C)C)=O 2-{[5-(2,4-dichlorophenyl)-2-oxo-1,2-dihydropyridin-3-yl]carbamoyl}-4-{[dimethyl(oxo)-λ6-sulfanylidene]carbamoyl}benzoic acid